N-(2-((2,4-dimethoxy-5-nitrophenyl)amino)-4-(1-methyl-1H-indol-3-yl)pyrimidin-5-yl)palmitamide COC1=C(C=C(C(=C1)OC)[N+](=O)[O-])NC1=NC=C(C(=N1)C1=CN(C2=CC=CC=C12)C)NC(CCCCCCCCCCCCCCC)=O